NC1=NC2=CC=C(C=C2C=N1)C=1C(=C(C=CC1F)C1=NC=2C=CC=C(C2N=C1)S(=O)(=O)N)F (3-(2-aminoquinazolin-6-yl)-2,4-difluorophenyl)quinoxaline-5-sulfonamide